C12N(CC(CC1)CC2)C2=C1C(=NC(=N2)Cl)N(N=C1)[C@H]1[C@@H](C([C@H](O1)COC(C1=CC=CC=C1)=O)=C)OC(C)=O ((2S,4R,5R)-5-(4-(2-azabicyclo[2.2.2]octane-2-yl)-6-chloro-1H-pyrazolo[3,4-d]pyrimidin-1-yl)-4-acetoxy-3-methylenetetrahydrofuran-2-yl)methylbenzoate